C(CCC)C=1C=C(C=CC1)C1=CC=CC=C1 3'-butylbiphenyl